N-succinimidyl-6-(4'-azido-2'-nitrophenyl amino)hexanoate C1(CCC(N1N(CCCCCC(=O)[O-])C1=C(C=C(C=C1)N=[N+]=[N-])[N+](=O)[O-])=O)=O